5-(4-((6-(2-hydroxy-prop-2-yl)-1,4-dioxan-2-yl)methoxy)phenyl)-2-oxo-6-(trifluoromethyl)-1,2-dihydropyridine-3-carboxamide OC(C)(C)C1COCC(O1)COC1=CC=C(C=C1)C=1C=C(C(NC1C(F)(F)F)=O)C(=O)N